ClC1=C(C=NC=C1)C1C(OC(O1)(C)C)C(=O)OCC ethyl 5-(4-chloropyridin-3-yl)-2,2-dimethyl-1,3-dioxolan-4-carboxylate